(S)-1-(6-(4-(5-chloro-6-methyl-1H-indazol-4-yl)-3-(2-ethyl-2-methyl-4-(1-methyl-1H-imidazol-2-yl)piperazin-1-yl)-5-methyl-1H-pyrazol-1-yl)-2-azaspiro[3.3]heptan-2-yl)prop-2-en-1-one ClC=1C(=C2C=NNC2=CC1C)C=1C(=NN(C1C)C1CC2(CN(C2)C(C=C)=O)C1)N1[C@@](CN(CC1)C=1N(C=CN1)C)(C)CC